N1(N=CC=C1)C[C@@H]1C[C@H](CN1C#N)NC(=O)C=1OC(=CN1)C1=CC(=CC=C1)C#N N-((3R,5S)-5-((1H-pyrazol-1-yl)methyl)-1-cyanopyrrolidin-3-yl)-5-(3-cyanophenyl)oxazole-2-carboxamide